4-bromo-5-(dimethylamino)thiophene-2-carbaldehyde BrC=1C=C(SC1N(C)C)C=O